4-methyl-3-((1-methyl-6-(pyrazin-2-yl)-1H-pyrazolo[3,4-d]pyrimidin-4-yl)amino)-N-(3-(trifluoromethyl)phenyl)benzamide CC1=C(C=C(C(=O)NC2=CC(=CC=C2)C(F)(F)F)C=C1)NC1=C2C(=NC(=N1)C1=NC=CN=C1)N(N=C2)C